C(CCC)N(C(OC(C)(C)C)=O)CC(=O)C1=CC=C(C=C1)F tert-Butyl butyl(2-(4-fluorophenyl)-2-oxoethyl)carbamate